3,3-dimethyl-N-(3-methyl-1,1-dioxathiolan-3-yl)-1-(2-methylbenzo[d]oxazol-6-yl)-2-oxoindoline-5-carboxamide CC1(C(N(C2=CC=C(C=C12)C(=O)NC1(SOCC1)C)C1=CC2=C(N=C(O2)C)C=C1)=O)C